O=C1NC(C2=CC(=CC=C12)C(=O)O)=O 1,3-DIOXOISOINDOLINE-5-CARBOXYLIC ACID